B([O-])([O-])[O-].C(C)(=O)[N-]C(C)=O diacetyl-amide borate